2-(pyridin-2-yl)-4-(2,6-diphenylpyrimidin-4-yl)phenol N1=C(C=CC=C1)C1=C(C=CC(=C1)C1=NC(=NC(=C1)C1=CC=CC=C1)C1=CC=CC=C1)O